(R,3S)-N'-((1,2,3,5,6,7-hexahydro-s-indacen-4-yl)carbamoyl)-3-methyl-2,3-dihydropyrazolo[5,1-b]oxazole-7-sulfonimidamide C1CCC2=C(C=3CCCC3C=C12)NC(=O)N=[S@](=O)(N)C=1C=NN2C1OC[C@@H]2C